FC(OC1=C(C=CC=C1)C1C2=C(NC(=C1C(=O)OC)CF)COC2=O)F methyl 4-(2-(difluoromethoxy) phenyl)-2-(fluoromethyl)-5-oxo-1,4,5,7-tetrahydrofurano[3,4-b]pyridine-3-carboxylate